2-(2-Bromo-6-isopropyl-5,8-dioxo-5,6,7,8-tetrahydro-4H-pyrazolo[1,5-a]pyrrolo[3,4-d]pyrimidin-4-yl)-N-(4-fluorophenyl)acetamide BrC1=NN2C(N(C3=C(C2=O)CN(C3=O)C(C)C)CC(=O)NC3=CC=C(C=C3)F)=C1